2-methylpropan-2-yl ({5-amino-7-bromo-6-[(2-chloro-5-fluorophenyl)carbonyl]-2-methylindazol-3-yl}amino)methanoate NC1=CC2=C(N(N=C2C(=C1C(=O)C1=C(C=CC(=C1)F)Cl)Br)C)NC(=O)OC(C)(C)C